2,2-dimethyl-5-methyldocosane CC(C)(CCC(CCCCCCCCCCCCCCCCC)C)C